C(C1=CC=CC=C1)N1C[C@H]2N(CC3=CC(=CC=C23)Br)[C@@H](C1)C (4r,10bs)-2-benzyl-8-bromo-4-methyl-3,4,6,10b-tetrahydro-1H-pyrazino[2,1-a]isoindole